((3-hydroxypropyl)azanediyl)bis(heptane-7,1-diyl) bis(4,4-bis(((Z)-non-2-en-1-yl)oxy)butanoate) C(\C=C/CCCCCC)OC(CCC(=O)OCCCCCCCN(CCCCCCCOC(CCC(OC\C=C/CCCCCC)OC\C=C/CCCCCC)=O)CCCO)OC\C=C/CCCCCC